6-(1-(1-(3-fluoroazetidine-3-carbonyl)piperidin-4-yl)-5-methyl-1H-1,2,3-triazol-4-yl)-4-methoxypyrazolo[1,5-a]pyridine-3-carbonitrile FC1(CNC1)C(=O)N1CCC(CC1)N1N=NC(=C1C)C=1C=C(C=2N(C1)N=CC2C#N)OC